C(C)(=S)[S-].C(CCCCC(C)C)[Sn+](CCCCCCCC)CCCCCCCC isooctyl-dioctyl-tin dithioacetate